FC1=C(C(=CC(=C1)CCO)F)[C@@H]1C(NC(CC1)=O)=O |o1:11| (R or S)-3-(2,6-difluoro-4-(2-hydroxyethyl)phenyl)piperidine-2,6-dione